2-(biphenyl-4-yl)-4-(3-bromophenyl)-6-phenyl-1,3,5-triazine C1(=CC=C(C=C1)C1=NC(=NC(=N1)C1=CC(=CC=C1)Br)C1=CC=CC=C1)C1=CC=CC=C1